ClC=1C(=NC(=NC1)NC1CCOCC1)C1=CC=C2CN(C(C2=C1)=O)CC(=O)N(C)C1CCCCC1 2-(6-{5-chloro-2-[(oxacyclohex-4-yl)amino]pyrimidin-4-yl}-1-oxo-2,3-dihydro-1H-isoindol-2-yl)-N-cyclohexyl-N-methylacetamide